3-(3-((6-(pyridin-2-ylmethoxy)pyridin-3-yl)methyl)isoxazol-5-yl)pyridin-2-amine N1=C(C=CC=C1)COC1=CC=C(C=N1)CC1=NOC(=C1)C=1C(=NC=CC1)N